N-((5-chloro-6-(thiazol-4-ylmethoxy)-1H-indol-2-yl)methyl)-2-methoxypropanamide ClC=1C=C2C=C(NC2=CC1OCC=1N=CSC1)CNC(C(C)OC)=O